methyl (3R)-2-((1-(2-(benzyloxy)ethyl)cyclobutyl)(hydroxy)methyl)-3-((tert-butoxycarbonyl)amino)butanoate C(C1=CC=CC=C1)OCCC1(CCC1)C(C(C(=O)OC)[C@@H](C)NC(=O)OC(C)(C)C)O